(R)-3-(4-bromo-2,5-dimethoxyphenyl)pyrrolidine hydrobromide Br.BrC1=CC(=C(C=C1OC)[C@@H]1CNCC1)OC